(1R,2S,5S)-6,6-dimethyl-3-L-valyl-3-azabicyclo[3.1.0]hexane-2-carboxylic acid, hydrochloride Cl.CC1([C@H]2CN([C@@H]([C@@H]12)C(=O)O)C([C@@H](N)C(C)C)=O)C